CN1CCC2(C[C@@H]2C(=O)N[C@@H](CCCCCC(CC(F)(F)F)=O)C=2NC(=CN2)C2=CC=C(C=C2)F)CC1 (S)-6-Methyl-N-((S)-9,9,9-trifluoro-1-(5-(4-fluorophenyl)-1H-imidazol-2-yl)-7-oxononyl)-6-azaspiro[2.5]octan-1-carboxamid